N-(2-methyl-5-(4-(4-(pyrimidin-5-yloxy)phenyl)piperidine-1-carbonyl)phenyl)-1-phenyl-methanesulfonamide CC1=C(C=C(C=C1)C(=O)N1CCC(CC1)C1=CC=C(C=C1)OC=1C=NC=NC1)NS(=O)(=O)CC1=CC=CC=C1